ClC=1C=CC(=C(C1)NC(C(=O)O)=O)N1CC(C1)(F)F 2-((5-chloro-2-(3,3-difluoroazetidin-1-yl)phenyl)amino)-2-oxoacetic acid